8-methyl-3,4-dihydro-1H-benzo[b]azepine-2,5-dione CC=1C=CC2=C(NC(CCC2=O)=O)C1